(6-(trifluoromethyl)pyridin-2-yl)methanesulfonic acid methyl ester COS(=O)(=O)CC1=NC(=CC=C1)C(F)(F)F